FC1=C(C=C(C=C1)F)C(CC#CC#CC=1C=CNC1)C=1C(N(C=CC1)C)=O 4-(6-(2,5-difluorophenyl)-6-(1-methyl-2-oxo-1,2-dihydropyridin-3-yl)hexa-1,3-Diyn-1-yl)-1H-pyrrole